2-(difluoromethoxy)-4-(4-methylpiperazin-1-yl)aniline FC(OC1=C(N)C=CC(=C1)N1CCN(CC1)C)F